Diphenyl-(2,4,6-tri-methylbenzoyl)-phosphine oxide C1(=CC=CC=C1)P(C(C1=C(C=C(C=C1C)C)C)=O)(C1=CC=CC=C1)=O